(S)-2-(4-(6-((4-cyanobenzyl)oxy)-5-fluoropyridin-2-yl)-2,5-difluorobenzyl)-1-(4,4-dimethyltetrahydrofuran-3-yl)-1H-benzo[d]imidazole-6-carboxylic acid C(#N)C1=CC=C(COC2=C(C=CC(=N2)C2=CC(=C(CC3=NC4=C(N3[C@@H]3COCC3(C)C)C=C(C=C4)C(=O)O)C=C2F)F)F)C=C1